ClC1=NNC=2C1=NN(C(C2)=O)C2=C(C=CC=C2O)F 3-chloro-5-(2-fluoro-6-hydroxyphenyl)-1H-pyrazolo[4,3-c]pyridazin-6(5H)-one